C1(CC1)OC=1C(=CC(=C(C1)C1C(CN(CC1)C)F)C)[N+](=O)[O-] 4-(5-cyclopropoxy-2-methyl-4-nitrophenyl)-3-fluoro-1-methyl-piperidine